[C@@H]12N([C@H](C[C@H]2C1)C(=O)OCC)C(=O)OC(C)(C)C 2-tert-butyl 3-ethyl (1R,3R,5R)-2-azabicyclo[3.1.0]hexane-2,3-dicarboxylate